chloro-4''-((3,5-difluoropyridin-2-yl)methoxy)-3-(2-hydroxypropan-2-yl)-6''-methyl-5'-(trifluoromethyl)-2H,2''H-[1,2':4',1''-terpyridin] ClC1N(C=CC=C1C(C)(C)O)C1=NC=C(C(=C1)N1CC=C(C=C1C)OCC1=NC=C(C=C1F)F)C(F)(F)F